N-[2-fluoro-3-(trifluoromethyl)phenyl]-7,8-dihydro[1,4]dioxino[2,3-g]quinazolin-4-amine FC1=C(C=CC=C1C(F)(F)F)NC1=NC=NC2=CC3=C(C=C12)OCCO3